4-(pyridin-4-yl)benzamide N1=CC=C(C=C1)C1=CC=C(C(=O)N)C=C1